2-(5-chloro-2,3-dihydro-1H-inden-1-yl)-N-[4-methyl-3-(pyridin-4-yl)-1H-pyrazol-5-yl]acetamide ClC=1C=C2CCC(C2=CC1)CC(=O)NC1=C(C(=NN1)C1=CC=NC=C1)C